2-((4-methylpyridin-2-yl)(2-oxoquinolin-1(2H)-yl)methyl)acrylic acid methyl ester COC(C(=C)C(N1C(C=CC2=CC=CC=C12)=O)C1=NC=CC(=C1)C)=O